CN1C(C(=C(C2=CC=CC=C12)N1CCC(CC1)C1=NN(C=C1)C1=CC(=CC=C1)C)C#N)=O 1-Methyl-4-{4-[1-(3-methylphenyl)-1H-pyrazol-3-yl]piperidin-1-yl}-2-oxo-1,2-dihydroquinoline-3-carbonitrile